C(C1=CC=CC=C1)O[C@@](CCC=C)(C(F)(F)F)C1=NN=C(O1)C1=C(C=C(C(=N1)NC(CC=C)C1=NC=CC=N1)C(F)(F)F)[N+](=O)[O-] 6-[5-[(1R)-1-benzyloxy-1-(trifluoromethyl)pent-4-enyl]-1,3,4-oxadiazol-2-yl]-5-nitro-N-(1-pyrimidin-2-yl-but-3-enyl)-3-(trifluoromethyl)pyridin-2-amine